FCCN1N=C(N=C1)C1=C(C(=CC=C1)[N+](=O)[O-])OC 1-(2-fluoroethyl)-3-(2-methoxy-3-nitrophenyl)-1H-1,2,4-triazole